O.Cl.Cl.BrC=1C(=NC(=NC1N1N=CC=C1)N1N=CC=C1)N 5-bromo-2,6-bis(1H-pyrazol-1-yl)-pyrimidin-4-amine dihydrochloride hydrate